C1(CC1)NC(=O)C=1N=CC(=C2C1OC=C2)C2=NOC(C2)(C2=CC(=CC=C2)C(F)(F)F)C(F)(F)F N-cyclopropyl-4-[4,5-dihydro-5-(trifluoromethyl)-5-[3-(trifluoromethyl)phenyl]-3-isoxazolyl]furo[2,3-c]pyridine-7-carboxamide